N-(2-Methoxy-5-(4-(trifluoromethyl)phenoxy)phenyl)-1-methyl-5-oxo-pyrrolidine-3-carboxamide COC1=C(C=C(C=C1)OC1=CC=C(C=C1)C(F)(F)F)NC(=O)C1CN(C(C1)=O)C